ClC=1C(=C(NC=2C3=C(N=CN2)C=CC(=N3)C32CN(CCC2C3)C(C=C)=O)C=CC1)F 1-[1-[4-(3-chloro-2-fluoro-anilino)pyrido[3,2-d]pyrimidin-6-yl]-3-azabicyclo[4.1.0]heptan-3-yl]prop-2-en-1-one